N-{2-[6-Amino-8-(6-iodo-3-oxo-indan-5-ylsulfanyl)-purin-9-yl]-ethyl}-3-methyl-butyramide NC1=C2N=C(N(C2=NC=N1)CCNC(CC(C)C)=O)SC=1C=C2C(CCC2=CC1I)=O